C(C1=CC=CC=C1)N([C@@H](CC(=O)OCC)C=1C=C(C=CC1)C1=CC=C(C=C1)C(F)(F)F)[C@H](C)C1=CC=CC=C1 ethyl (S)-3-(benzyl((R)-1-phenylethyl)amino)-3-(4'-(trifluoromethyl)biphenyl-3-yl)propanoate